BrC1=C(C=C(C=C1)C1(CC1)[C@H](N[S@](=O)C(C)(C)C)C#N)F (R)-N-((S)-(1-(4-bromo-3-fluorophenyl)cyclopropyl)(cyano)methyl)-2-methylpropane-2-sulfinamide